C(OOOC(C)(C)C)(OCC(CCCC)CC)=O t-butylperoxy 2-Ethylhexyl monocarbonate